CC1=CC=C(C2=C(C3=CC=CC=C3C(=C12)C#CC1=CC=CC=C1)C#CC1=CC=CC=C1)C 1,4-Dimethyl-9,10-bis(phenylethynyl)-Anthracen